O.FC1(CC(C1)C1=CC=C(C=C1)C1=CC=C(C=C1)OC=1N=NNC1C(=O)[O-])F.[Na+] sodium 4-((4'-(3,3-difluorocyclobutyl)-[1,1'-biphenyl]-4-yl) oxy)-1H-1,2,3-triazole-5-carboxylate monohydrate